COC=1C=C(C=CC1)/C=C/B1OC(C(O1)(C)C)(C)C 2-[(E)-2-(3-methoxyphenyl)vinyl]-4,4,5,5-tetramethyl-1,3,2-dioxaborolane